2H-pyrazolo[4,3-H]quinoline N=1NC=C2C=CC=3C=CC=NC3C21